tert-butyl (1-(3-bromo-2-((6-((tert-butoxycarbonyl)amino)-9H-purin-9-yl)methyl)-5-chlorophenyl)-3-carbamoylpyrrolidin-3-yl)carbamate BrC=1C(=C(C=C(C1)Cl)N1CC(CC1)(C(N)=O)NC(OC(C)(C)C)=O)CN1C2=NC=NC(=C2N=C1)NC(=O)OC(C)(C)C